C(C)N1C(C=2[C@H]([C@H](CCC2C=C1)NS(=O)(=O)C)CC=1C(=C(C=CC1)C1=CC=CC=C1)F)=O |r| rac-N-{(7S,8R)-2-ethyl-8-[(2-fluoro[1,1'-biphenyl]-3-yl)methyl]-1-oxo-1,2,5,6,7,8-hexahydroisoquinolin-7-yl}methanesulfonamide